5-(2-(((6-(4-Methylpiperazin-1-yl)pyridin-3-yl)methyl)amino)-7H-pyrrolo[2,3-d]pyrimidin-5-yl)isoindolin-1-one CN1CCN(CC1)C1=CC=C(C=N1)CNC=1N=CC2=C(N1)NC=C2C=2C=C1CNC(C1=CC2)=O